Tert-butyl methyl((trans)-3-(4-(4,4,5,5-tetramethyl-1,3,2-dioxaborolan-2-yl)-1H-pyrazol-1-yl)cyclobutyl)carbamate CN(C(OC(C)(C)C)=O)[C@@H]1C[C@H](C1)N1N=CC(=C1)B1OC(C(O1)(C)C)(C)C